tetraglycerol monoerucate C(CCCCCCCCCCC\C=C/CCCCCCCC)(=O)O.OCC(O)CO.OCC(O)CO.OCC(O)CO.OCC(O)CO